1'-((2-(ethyl-d5)-5-fluoro-3-oxo-3,4-dihydroquinoxalin-6-yl)methyl)-2-fluoro-N-methyl-1',2',3',6'-tetrahydro-[3,4'-bipyridine]-6-carboxamide C(C([2H])([2H])[2H])(C1=NC2=CC=C(C(=C2NC1=O)F)CN1CCC(=CC1)C=1C(=NC(=CC1)C(=O)NC)F)([2H])[2H]